C1(CC1)OC1=NC=C(C=C1B1OC(C(O1)(C)C)(C)C)OC(F)(F)F 2-(cyclopropoxy)-3-(4,4,5,5-tetramethyl-1,3,2-dioxaborolan-2-yl)-5-(trifluoromethoxy)pyridine